C(C(=C)CC(=O)OCC(CC(C)C)C)(=O)OCC(CC(C)C)C bis-(2,4-dimethylpentyl) itaconate